4-(Benzyloxy)-5,6-difluoro-2-naphthoic acid C(C1=CC=CC=C1)OC1=CC(=CC2=CC=C(C(=C12)F)F)C(=O)O